[NH4+].CC1=CC=C(C=C1)[N+](=O)[O-] 2-methyl-5-nitrobenzene ammonium